ClC1=NC(=C2NC=NC2=N1)N 2-Chloroadenin